N-(1-cyanocyclopropyl)-5-(5-(3,5-dichloro-4-fluorophenyl)-5-(trifluoromethyl)-4,5-dihydroisoxazol-3-yl)-5,6-dihydro-4H-thieno[2,3-c]pyrrole-2-carboxamide C(#N)C1(CC1)NC(=O)C1=CC2=C(CN(C2)C2=NOC(C2)(C(F)(F)F)C2=CC(=C(C(=C2)Cl)F)Cl)S1